FC1=CC=C(C(=N1)C)OC1=CC=C(C(=C1C(=O)NC=1C=C(C=CC1)[S@](=O)(C)=NC(OC(C)(C)C)=O)C)C=1C=NN(C1)C tert-butyl (R)-((3-(6-((6-fluoro-2-methylpyridin-3-yl)oxy)-2-methyl-3-(1-methyl-1H-pyrazol-4-yl)benzamido)phenyl)(methyl)(oxo)-λ6-sulfaneylidene)carbamate